C(C1=CC=CC=C1)OCCN1CNCC1 (2-(benzyloxy)ethyl)imidazolidine